(2-(2-fluoro-3-methylphenylamino)-5-methylpyrimidin-4-ylamino)benzo[d]oxazol-2(3H)-one FC1=C(C=CC=C1C)NC1=NC=C(C(=N1)NN1C(OC2=C1C=CC=C2)=O)C